C(C)OC1=C(C(=O)NC2=C(C=CC(=C2)C=2OC(=NN2)C=2OC=CC2)F)C=C(C=C1)CC 2-ethoxy-5-ethyl-N-(2-fluoro-5-(5-(furan-2-yl)-1,3,4-oxadiazol-2-yl)phenyl)benzamide